ClC1=C2C(N(C=NC2=CC=C1)C1=NNC=C1)=O 5-chloro-3-(1H-pyrazol-3-yl)quinazolin-4(3H)-one